ClC1=C(C=C(C#N)C=C1)C=1NC2=CC(=C(C(=C2C(C1)=O)F)C1=CC=C(C=C1)S(=O)(=O)C)F 4-chloro-3-(5,7-difluoro-6-(4-(methylsulfonyl)phenyl)-4-oxo-1,4-dihydroquinolin-2-yl)benzonitrile